1-(2-aminopyrimidin-5-yl)-3-((5-fluoro-3-methylbenzofuran-2-yl)(1-fluorocyclopropyl)methyl)urea NC1=NC=C(C=N1)NC(=O)NC(C1(CC1)F)C=1OC2=C(C1C)C=C(C=C2)F